CC1(COC1)C1=CC=NO1 5-(3-methyloxetan-3-yl)isoxazol